FC=1C=C(C=CC1OC1=CC=NC2=CC(=C(C=C12)OC)OCCN1CC(CC1)OC)NC(=O)C1=C2C(=CN(C1=O)C1=CC=C(C=C1)F)CCO2 N-(3-fluoro-4-((6-methoxy-7-(2-(3-methoxypyrrolidin-1-yl)ethoxy)quinolin-4-yl)oxy)phenyl)-5-(4-fluorophenyl)-6-oxo-2,3,5,6-tetrahydrofuro[3,2-c]pyridine-7-carboxamide